methyl 3-(9-((4-(aminomethyl)phenyl)carbamoyl)-4,5-dihydrobenzo[b]thieno[2,3-d]oxepin-8-yl)-6-(cyclooctylcarbamoyl)picolinate NCC1=CC=C(C=C1)NC(=O)C1=CC2=C(OCCC3=C2SC=C3)C=C1C=1C(=NC(=CC1)C(NC1CCCCCCC1)=O)C(=O)OC